COCOC1=CC=C(C=C1)C=1C=C2CC(C(C2=CC1)NC(O[C@@H]1CN2CCC1CC2)=O)(C)C (S)-quinuclidin-3-yl (5-(4-(methoxymethoxy)phenyl)-2,2-dimethyl-2,3-dihydro-1H-inden-1-yl)carbamat